3-methyl-5,6,7,8-tetrahydroimidazo[1,2-a]pyridine-7-carboxylic acid methyl ester COC(=O)C1CC=2N(CC1)C(=CN2)C